COC1=C(C=CC=C1OC)C(CNC(=O)[C@]1([C@@H](CC[C@H](C1)C)C(C)C)O)O (1S,2S,5R)-N-(2-(2,3-Dimethoxyphenyl)-2-hydroxyethyl)-1-hydroxy-2-isopropyl-5-methylcyclohexane-1-carboxamide